diethylsilyl-bis(isobutylindenyl)zirconium dichloride [Cl-].[Cl-].C(C)[SiH](CC)[Zr+2](C1C(=CC2=CC=CC=C12)CC(C)C)C1C(=CC2=CC=CC=C12)CC(C)C